3-(3-cyclopropyl-1,2,4-oxadiazol-5-yl)-8-azabicyclo[3.2.1]octane C1(CC1)C1=NOC(=N1)C1CC2CCC(C1)N2